[C@H]1(CC12CCC1(OCCO1)CC2)C(=O)OCC |r| (±)-Ethyl 7,10-dioxadispiro[2.2.46.23]dodecane-1-carboxylate